tert-butyl 3-[(6-bromo-2-pyridyl)oxy]propanoate BrC1=CC=CC(=N1)OCCC(=O)OC(C)(C)C